3-methoxy-6-[(phenyl)carbonyl]phenolate COC=1C=C(C(=CC1)C(=O)C1=CC=CC=C1)[O-]